[Cl-].CC(C1=CC=CC=C1)[N+](C)(C)CCOC(C=C)=O methyl-acryloyloxyethyl-dimethylbenzyl-ammonium chloride